ferrocenylurea [C-]1(C=CC=C1)NC(=O)N.[CH-]1C=CC=C1.[Fe+2]